8-chlorobenzocyclooctyne ClC1CC#CC2=C(CC1)C=CC=C2